N-[(3-chloro-4-fluorophenyl)-(5-methyl-4-methylsulfonyl-1H-imidazol-2-yl)methyl]-3-fluoro-5-(trifluoromethyl)pyridin-2-amine ClC=1C=C(C=CC1F)C(NC1=NC=C(C=C1F)C(F)(F)F)C=1NC(=C(N1)S(=O)(=O)C)C